ClC=1C=C(C(NN1)=O)C 6-chloro-4-methylpyridazin-3(2h)-one